(2H)-benzofuranone O1C(CC2=C1C=CC=C2)=O